ClC=1C=C(C=CC1F)NC(=O)C=1N(C=C2C(CCCC12)NS(=O)(=O)C1CC1)C N-(3-chloro-4-fluorophenyl)-4-(cyclopropanesulphonylamino)-2-methyl-4,5,6,7-tetrahydro-2H-isoindole-1-carboxamide